BrC=1C(=C(C=CC1)C1=NN2C(C(CCC2)=O)=C1)Cl 2-(3-bromo-2-chloro-phenyl)-6,7-dihydro-5H-pyrazolo[1,5-a]pyridin-4-one